BrC1=CC(=C(C(=C1[2H])C(C)(C)C)[2H])Br 1,3-Dibromo-5-(tert-butyl)benzene-4,6-d2